1-[4-({5-[2-(2-aminopyridin-3-yl)-5-(pyrazol-1-yl)imidazo[4,5-b]pyridin-3-yl]-2,3-dihydro-1H-inden-1-yl}methyl)piperazin-1-yl]prop-2-en-1-one NC1=NC=CC=C1C1=NC=2C(=NC(=CC2)N2N=CC=C2)N1C=1C=C2CCC(C2=CC1)CN1CCN(CC1)C(C=C)=O